ClC1=C(N)C=CC(=C1)C1(CC1)C(F)(F)F 2-chloro-4-(1-(trifluoromethyl)cyclopropyl)aniline